N-(3,4-Difluorobenzyl)-1-methyl-1,2-dihydro-3H-benzo[e]indole-3-carboximidamide hydrochloride Cl.FC=1C=C(CNC(=N)N2CC(C=3C4=C(C=CC23)C=CC=C4)C)C=CC1F